[Ti].C(C)CC(CC(=O)OOCCCC)=O.C(C)CC(CC(=O)OOCCCC)=O di-n-butoxy bis(ethyl acetoacetate) titanium